3-((S)-4-amino-6-(((1s,3R)-3-hydroxycyclobutyl)amino)pyrido[3,4-d]pyrimidin-8-yl)-2,4-dimethylphenol NC=1C2=C(N=CN1)C(=NC(=C2)NC2CC(C2)O)C=2C(=C(C=CC2C)O)C